tetra-tert-butyl-biphenol tert-Butyl-4-[4-[3-cyano-5-[1-(5-methyl-2-pyridyl)ethoxy]imidazo[1,2-a]pyridin-7-yl]-5-methyl-triazol-1-yl]piperidine-1-carboxylate C(C)(C)(C)C1N(CCC(C1)N1N=NC(=C1C)C1=CC=2N(C(=C1)OC(C)C1=NC=C(C=C1)C)C(=CN2)C#N)C(=O)O.C(C)(C)(C)C=2C(=C(C(=C(C2O)C=2C(=CC=CC2)O)C(C)(C)C)C(C)(C)C)C(C)(C)C